(E) or (Z)-1-(2-fluorophenyl)-3-methyl-9-oxo-4,9-dihydro-1H-naphtho[2,3-d]imidazol-3-ium FC1=C(C=CC=C1)N1C=[N+](C2=C1C(C1=CC=CC=C1C2)=O)C